tert-Butyl (1R,4R)-5-[6-bromo-9-(cyanomethyl)-3-ethylsulfonyl-5-fluoro-7,9-dihydrofuro[3,4-f]quinazolin-1-yl]-2,5-diazabicyclo[2.2.1]heptane-2-carboxylate BrC=1C2=C(C=3C(=NC(=NC3C1F)S(=O)(=O)CC)N1[C@H]3CN([C@@H](C1)C3)C(=O)OC(C)(C)C)C(OC2)CC#N